tert-butyl (S*)-(3-(3-(2,6-dioxopiperidin-3-yl)benzofuran-5-yl)prop-2-yn-1-yl)carbamate O=C1NC(CC[C@H]1C1=COC2=C1C=C(C=C2)C#CCNC(OC(C)(C)C)=O)=O |o1:6|